[NH2+]([O-])[O-] azinate